BrC=1C(=C(C=C(C1)F)C=1OC(=NN1)CC)OC 2-(3-bromo-5-fluoro-2-methoxyphenyl)-5-ethyl-1,3,4-oxadiazole